C=1(C(=CC=C2C=CC=CC12)S(=O)(=O)O)S(=O)(=O)O.CC1=NN(C(C1)=O)C1=CC=CC=C1 3-methyl-1-phenyl-2-pyrazolin-5-one naphthalenedisulfonate